C(C1=CC=CC=C1)OC=1C(=CC2=C(N(C([C@H]3N(C2=O)CCC(=C3)C3=CC=C(C=C3)S(NC)(=O)=O)O)C(=O)OCC=C)C1)OC Allyl (6aS)-3-(benzyloxy)-6-hydroxy-2-methoxy-8-(4-(N-methylsulfamoyl)-phenyl)-12-oxo-6,6a,9,10-tetrahydrobenzo[e]pyrido[1,2-a][1,4]diazepine-5(12H)-carboxylate